C(C)OC(=O)C=1C=NN2C1N=C(C=C2C)NC2CC2 5-(cyclopropylamino)-7-methylpyrazolo[1,5-a]Pyrimidine-3-carboxylic acid ethyl ester